C=C(C(C)(O)C1=CC=CC=C1)C#CC1=CC=CC=C1 3-methylene-2,5-diphenylpent-4-yn-2-ol